ClC=1C=C(C=C(C1C(=O)N1COC2=C(C1)C=CC=C2C2=C(C=C(C(=C2)N2C1COCC2CC1)C(=O)OC)F)Cl)B(O)O [3,5-dichloro-4-[8-[2-fluoro-4-methoxycarbonyl-5-(3-oxa-8-azabicyclo[3.2.1]octan-8-yl)phenyl]-2,4-dihydro-1,3-benzoxazine-3-carbonyl]phenyl]boronic acid